ClC1=NC=C(C(=N1)NCC1=CC(=CC=C1)Cl)C(=O)N 2-chloro-4-[(3-chlorobenzyl)amino]pyrimidin-5-carboxamide